BrC1=C(C=C(C=C1)OC1=CC=C(C=C1)Cl)Cl 1-bromo-2-chloro-4-(4-chlorophenoxy)benzene